IC1=NN(C2=CC=C(C=C12)OCCCN)C1OCCCC1 3-(3-iodo-1-tetrahydropyran-2-yl-indazol-5-yl)oxypropan-1-amine